FC1=C(C(=O)N[C@@H](C(N2CCC3(CC2)C(CNC(C3)=O)C3=CC=CC=C3)=O)C(C)C)C=C(C=C1)C(F)(F)F 2-fluoro-N-((2R)-3-methyl-1-oxo-1-(10-oxo-7-phenyl-3,9-diazaspiro[5.5]-undecan-3-yl)butan-2-yl)-5-(trifluoromethyl)benzamide